[Sb](=O)(F)(F)F.COC1=CC=C(C=C1)[IH+] 4-methoxyphenyliodonium trifluoroantimonate